(4-fluorophenyl)(2-((4-(4-methylpiperazin-1-yl)phenyl)amino)-4-((tetrahydro-2H-pyran-4-yl)oxy)-7H-pyrrolo[2,3-d]pyrimidin-5-yl)methanone FC1=CC=C(C=C1)C(=O)C1=CNC=2N=C(N=C(C21)OC2CCOCC2)NC2=CC=C(C=C2)N2CCN(CC2)C